(R)-3-Hydroxy-1-methyl-3-(3-(3-(2-(((S)-tetrahydrofuran-3-yl)amino)pyrimidin-4-yl)phenyl)isoxazol-5-yl)pyrrolidin-2-one O[C@@]1(C(N(CC1)C)=O)C1=CC(=NO1)C1=CC(=CC=C1)C1=NC(=NC=C1)N[C@@H]1COCC1